N-(4-((dimethylamino)-methyl)pyridin-2-yl)-5-(1H-pyrazol-4-yl)thiazolo-[5,4-b]pyridin-2-amine CN(C)CC1=CC(=NC=C1)NC=1SC2=NC(=CC=C2N1)C=1C=NNC1